[Nd].[Bi] bismuth Neodymium